C1(CC1)S(=O)(=O)NC1=NC=CC(=N1)C(C(=O)NC1=C(C=C(C=C1)C1=NC=CN=C1)F)(C)C 2-(2-(cyclopropanesulfonylamino)pyrimidin-4-yl)-N-(2-fluoro-4-(pyrazin-2-yl)phenyl)-2-methylpropanamide